1-(2-(((tert-butyldimethylsilyl)oxy)methyl)-6-cyclopropylimidazo[1,2-a]pyridin-8-yl)-3-trityl-imidazolidine-2,4-dione [Si](C)(C)(C(C)(C)C)OCC=1N=C2N(C=C(C=C2N2C(N(C(C2)=O)C(C2=CC=CC=C2)(C2=CC=CC=C2)C2=CC=CC=C2)=O)C2CC2)C1